NC=1C=CC(=C(C1)S(=O)(=O)NCCC=1N=C(SC1)NC(OC(C)(C)C)=O)C tert-butyl N-[4-[2-[(5-amino-2-methyl-phenyl)sulfonylamino]ethyl]thiazol-2-yl]carbamate